bisbenzimidazole pyrenate C1(=CC=C2C=CC3=CC=CC4=CC=C1C2=C34)C(=O)O.N3=CNC4=C3C=CC=C4.N4=CNC3=C4C=CC=C3